(1-(6-(3-(benzyloxy)-4-methoxyphenyl)-5-bromo-3-cyanopyridine-2-yl)piperidin-4-yl)carbamic acid tert-butyl ester C(C)(C)(C)OC(NC1CCN(CC1)C1=NC(=C(C=C1C#N)Br)C1=CC(=C(C=C1)OC)OCC1=CC=CC=C1)=O